C(C=C)N1S(CC(C2=C1C=CC=C2)=O)(=O)=O 1-Allyl-1H-2,1-benzothiazin-4(3H)-on-2,2-dioxid